5-[6-(4-methylpiperazin-1-yl)-2-pyridyl]-1H-pyrrolo[2,3-b]pyridine CN1CCN(CC1)C1=CC=CC(=N1)C=1C=C2C(=NC1)NC=C2